4,6-dihydropyrrolo[3,4-d]imidazole-5(1H)-carboxylate N1C=NC2=C1CN(C2)C(=O)[O-]